(R)-N-(4-cyclohexylphenyl)-6-isopropyl-2-(2-methylmorpholino)-6,7-dihydro-5H-pyrrolo[3,4-d]pyrimidin-4-amine C1(CCCCC1)C1=CC=C(C=C1)NC=1C2=C(N=C(N1)N1C[C@H](OCC1)C)CN(C2)C(C)C